C(CCC)NC(COC1=CC2=C(C3=C(C(O2)=O)C=CC=C3)C=C1)=O N-butyl-2-((6-oxo-6H-benzo[c]benzopyran-3-yl)oxy)acetamide